3-(6-(3-cyanophenyl)oxazolo[4,5-b]pyridin-2-yl)-3-fluoropiperidine-1-carbonitrile C(#N)C=1C=C(C=CC1)C=1C=C2C(=NC1)N=C(O2)C2(CN(CCC2)C#N)F